3-cyano-N-(5-fluoropyridin-2-yl)-5-(4-methylpyridin-3-yl)benzamide C(#N)C=1C=C(C(=O)NC2=NC=C(C=C2)F)C=C(C1)C=1C=NC=CC1C